ClC1=C(C#N)C=C(C=C1)N1C2=C(C(=C1)C(F)F)C(C(C2)(F)F)O chloro-5-(3-(difluoromethyl)-5,5-difluoro-4-hydroxy-5,6-dihydro-cyclopenta[b]pyrrol-1(4H)-yl)benzonitrile